(1-(3-bromophenyl)cyclopropyl)-4-toluenesulfonylpiperazine BrC=1C=C(C=CC1)C1(CC1)N1CCN(CC1)S(=O)(=O)CC1=CC=CC=C1